C(C)(C)(C)[S@](=O)N[C@H](C)C1=NC(=CC=C1NC(OC(C)(C)C)=O)C(F)F tert-butyl (2-((R)-1-(((S)-tert-butylsulfinyl)amino)ethyl)-6-(difluoromethyl)pyridinyl)carbamate